BrC1=NC=CC(=C1)NCC1=NN2N=C(C=CC2=N1)C1CC1 2-bromo-N-((6-cyclopropyl-[1,2,4]triazolo[1,5-b]pyridazin-2-yl)methyl)pyridin-4-amine